C(#N)C1=C(SC2=C1CN(C(C2)C)CC2CCCCC2)NC(CC2=CC=C(C=C2)S(N)(=O)=O)=O N-(3-Cyano-5-(cyclohexylmethyl)-6-methyl-4,5,6,7-tetrahydrothieno[3,2-c]pyridin-2-yl)-2-(4-sulfamoylphenyl)acetamid